C(C)(C)(C)C=1C=C(C=CC1)C1=CC(CC1)C1=NNC(=C1)NC(OCC1=CC=CC=C1)=O benzyl (3-(3-(3-(tert-butyl)phenyl)cyclopent-2-en-1-yl)-1H-pyrazol-5-yl)carbamate